C(#N)C=1C=NN2C1C(=CC(=C2)C=2C=NN(C2)[C@@H]2CC[C@H](CC2)CCO)C=2C=CC(=NC2)N2CCC(CC2)(C(=O)NC2CCOCC2)CC 1-(5-(3-cyano-6-(1-((trans)-4-(2-hydroxyethyl)cyclohexyl)-1H-pyrazol-4-yl)pyrazolo[1,5-a]pyridin-4-yl)pyridin-2-yl)-4-ethyl-N-(tetrahydro-2H-pyran-4-yl)piperidine-4-carboxamide